FC1=C(C=NC(=C1)OCCCN1CCCCC1)C1=CC=C2N=CC(=NC2=C1)N(C(=O)NC(C)C)C 1-(7-(4-fluoro-6-(3-(piperidin-1-yl)propoxy)pyridin-3-yl)quinoxalin-2-yl)-3-isopropyl-1-methylurea